1,1,1,3,3,3-Hexafluoropropan-2-yl (S)-1-(4-cyanopiperidin-1-carbonyl)-6-azaspiro[2.5]octan-6-carboxylat C(#N)C1CCN(CC1)C(=O)[C@H]1CC12CCN(CC2)C(=O)OC(C(F)(F)F)C(F)(F)F